NC=1N=C(SC1C(=O)C1=CC(=NO1)COC1=CC=C(C=C1)C#N)N(C1=CC=C(C=C1)F)C(C(=O)N)C (N-[4-amino-5-[3-[(4-cyanophenoxy)methyl]isoxazole-5-carbonyl]thiazol-2-yl]-4-fluoro-anilino)propanamide